OC(C(=O)[O-])CC HYDROXYBUTYRAT